F[C@H]1C[C@@H]2N(CCN(C2)C2=CC=CC(=N2)S(=O)(=O)NC2=NC(=C(C=C2)C(F)(F)F)C2=C(C=CC=C2)C)C1 6-((7S,8aS)-7-fluorohexahydropyrrolo[1,2-a]pyrazin-2(1H)-yl)-N-(6-(o-tolyl)-5-(trifluoromethyl)pyridin-2-yl)pyridine-2-sulfonamide